3-hydroxy-2-methyl-2-dimethoxymethyl-3,4-dihydro-2H-1-benzopyran OC1C(OC2=C(C1)C=CC=C2)(C(OC)OC)C